rac-5-fluoro-3,3-dimethyl-4-oxopiperidine-1-carboxylic acid tert-butyl ester C(C)(C)(C)OC(=O)N1CC(C([C@@H](C1)F)=O)(C)C |r|